P(=O)(OCN1N=CC2=CC(=CC(=C12)F)C#CC1=NC(=NC=C1)C1=NC(=NC=C1)N1CC2=CC=C(C=C2C1)F)(O)O (7-Fluoro-5-((2'-(5-fluoroisoindolin-2-yl)-[2,4'-bipyrimidin]-4-yl)ethynyl)-1H-indazol-1-yl)methyl dihydrogen phosphate